C(C)(C)(C)OC(=O)C=1C=CC2=C(N(C(=N2)CC2=C(C=C(C=C2)C2=NC(=CC=C2)OCC2=C(C=C(C=C2)C#N)F)F)CC(C(=O)O)OC)C1 3-(6-(tert-butoxycarbonyl)-2-(4-(6-((4-cyano-2-fluorobenzyl)oxy)pyridin-2-yl)-2-fluorobenzyl)-1H-benzo[d]imidazol-1-yl)-2-methoxypropanoic acid